C1=CC=CC=2C3=CC=CC=C3C(=C(C12)N)N phenanthrene-9,10-diamine